CC(CO)(C)C(C(CN)O)S(=O)(=O)O (1,1-Dimethyl-2-hydroxyethyl)-3-amino-2-hydroxypropanesulfonic acid